FC1=C(C=CC=C1C[C@@H]1N(C[C@@H]([C@@H]1NS(=O)(=O)CC)F)C(=O)[C@H]1OCCC1)C1=CC(=CC=C1)F N-{(2S,3R,4S)-2-[(2,3'-difluoro[1,1'-biphenyl]-3-yl)methyl]-4-fluoro-1-[(2S)-oxolane-2-carbonyl]pyrrolidin-3-yl}ethanesulfonamide